C(C)OC(COC1CCC(CC1)C(C)(C)NC(=O)OC(C)(C)C)=O.FC1=C(C(=CC=C1)F)C=1N=C(SC1)\C=C\C1=CC=C(C=C1)OC (E)-4-(2,6-difluorophenyl)-2-p-methoxystyryl-thiazole Ethyl-2-(((1s,4s)-4-(2-((tert-butoxycarbonyl)amino)propan-2-yl)cyclohexyl)-oxy)acetate